OC([C@H]1N(CC1)C(=O)OC(C)(C)C)C=1N(N=C2C=CC=CC12)CCO tert-butyl (2S)-2-(hydroxy(2-(2-hydroxyethyl)-2H-indazol-3-yl)methyl)azetidine-1-carboxylate